CO[C@@H]1[C@@H]([C@H]([C@H]([C@H](O1)COC(=O)C2=CC=CC=C2)O)OC(=O)C3=CC=CC=C3)OC(=O)C4=CC=CC=C4 methyl 2,3,6-tri-O-benzoyl-alpha-D-galactopyranoside